2-(6-{5-chloro-2-[(1-methyl-6-oxo-1,6-dihydropyridin-3-yl)amino]pyrimidin-4-yl}-1-oxo-2,3-dihydro-1H-isoindol-2-yl)-N-[(1S)-2-hydroxy-1-(3-methylphenyl)ethyl]acetamide ClC=1C(=NC(=NC1)NC1=CN(C(C=C1)=O)C)C1=CC=C2CN(C(C2=C1)=O)CC(=O)N[C@H](CO)C1=CC(=CC=C1)C